C[Si](C1=CC2=[N+](C=CC=C2O1)[O-])(C)C 2-(trimethylsilyl)furo[3,2-b]pyridine-4-oxide